C1=CC=CC=2C3=CC=CC=C3C(C12)COC(=O)N[C@H](C(=O)O)CCCN1C=NC=C1 (S)-2-((((9H-fluoren-9-yl)methoxy)carbonyl)amino)-5-(1H-imidazol-1-yl)pentanoic acid